ClC1=CC=C(C=C1)C=1N=C2N(C=CC=C2)C1CN1[C@@H]2CN([C@H](C1)CC2)C(=O)C2=NC(=CC=C2)OC (-)-[(1S,4S)-5-{[2-(4-Chlorophenyl)imidazo[1,2-a]pyridin-3-yl]methyl}-2,5-diazabicyclo[2.2.2]oct-2-yl](6-methoxypyridin-2-yl)methanone